N-(1-(benzo[d][1,3]dioxazol-5-yl)ethyl)-2-ethoxy-5-isobutyrylaminobenzamide O1NOC2=C1C=CC(=C2)C(C)NC(C2=C(C=CC(=C2)NC(C(C)C)=O)OCC)=O